3-(2-bromoethyl)pyridine hydrobromide Br.BrCCC=1C=NC=CC1